C(C)(C)N1N=C(N=C1C=1N=C2N(CCOC3=C2C=CC(=C3)CC(C(=O)N)(C)N3N=CC=C3)C1)C 2-(1-Isopropyl-3-methyl-1H-1,2,4-triazol-5-yl)-5,6-dihydrobenzo[f]imidazo[1,2-d][1,4]oxazepin-9-yl-1H-pyrazol-1-yl-2-methylpropanamide